6-(dimethylamino)-N-{[3-(4-{[(3S,4R)-3-fluoro-1-methylpiperidin-4-yl]amino}-1-(2,2,2-trifluoroethyl)-1H-indol-2-yl)-1,2,4-oxadiazol-5-yl]methyl}pyridine-3-carboxamide CN(C1=CC=C(C=N1)C(=O)NCC1=NC(=NO1)C=1N(C2=CC=CC(=C2C1)N[C@H]1[C@H](CN(CC1)C)F)CC(F)(F)F)C